ClC=1C=CC(=C(C1)C1=CC(N(C=C1OC)C(C(=O)NC1=CC2=CN(N=C2C=C1)C)CCOC)=O)N1C=NC(=C1)C(F)(F)F 2-[4-{5-chloro-2-[4-(trifluoromethyl)-1H-imidazol-1-yl]phenyl}-5-methoxy-2-oxopyridin-1(2H)-yl]-4-methoxy-N-(2-methyl-2H-indazol-5-yl)butanamide